C(C)[Se]C(C(=O)C1=CC=CC=C1)[Se]CC 2,2-Bis(ethylselanyl)-1-phenylethan-1-one